tridecyl ((3S,4S)-1-(4-((3S,4S)-3,4-bis(((1S,2R)-2-phenylcyclopropyl)carbamoyl)pyrrolidine-1-carbonyl)benzoyl)-4-methoxypyrrolidin-3-yl)carbamate C1(=CC=CC=C1)[C@@H]1[C@H](C1)NC(=O)[C@@H]1CN(C[C@H]1C(N[C@@H]1[C@H](C1)C1=CC=CC=C1)=O)C(=O)C1=CC=C(C(=O)N2C[C@@H]([C@H](C2)OC)NC(OCCCCCCCCCCCCC)=O)C=C1